C1(=CC=CC=C1)OP(=O)(OC1=CC=CC=C1)C=1SC2=C(N1)C=CC=C2 diphenylphosphonobenzo[d]thiazole